C(C1=CC=CC=C1)O[C@@H]1[C@](O[C@@H]2OC(O[C@@H]21)(C)C)(COCC2=CC=CC=C2)CO [(3aR,5R,6S,6aR)-6-benzyloxy-5-(benzyloxymethyl)-2,2-dimethyl-6,6a-dihydro-3aH-furo[2,3-d][1,3]dioxol-5-yl]methanol